N1C=CC=2C1=NC=C(C2)C=2C=C(C=CC2)C=CC(=O)NC2=CC(=CC(=C2)C(F)(F)F)C(F)(F)F 3-(3-(1H-pyrrolo[2,3-b]pyridin-5-yl)phenyl)-N-(3,5-bis(trifluoromethyl)phenyl)acrylamide